rac-(1r,5r,6s,z)-3-(3-fluorophenyl)-N'-hydroxybicyclo[3.1.0]hex-2-ene-6-carboxamidine FC=1C=C(C=CC1)C1=C[C@@H]2[C@H]([C@@H]2C1)/C(=N/O)/N |r|